C(C)N1C=NC2=C1N=NC=C2C=2C=CC(=C(C2)C2=CC1=C(N=C(O1)C(=O)N1CCCC1)C=C2OC)F (6-(5-(7-Ethyl-7H-imidazo[4,5-c]pyridazin-4-yl)-2-fluorophenyl)-5-methoxybenzo[d]oxazol-2-yl)(pyrrolidin-1-yl)methanone